N-(6-(5-ethyl-6-fluoro-7-(methylthio)-1H-indazol-4-yl)imidazo[1,2-a]pyrazin-2-yl)-2-fluorocyclopropane-1-carboxamide C(C)C=1C(=C2C=NNC2=C(C1F)SC)C=1N=CC=2N(C1)C=C(N2)NC(=O)C2C(C2)F